tert-butyl 2-((2-bromo-6-chloropyridin-4-yl)(hydroxy)methyl)-6-(hydroxymethyl)piperidine-1-carboxylate BrC1=NC(=CC(=C1)C(C1N(C(CCC1)CO)C(=O)OC(C)(C)C)O)Cl